(S)-5-bromo-3-(3-(5-(trifluoromethyl)pyridin-2-yloxy)pyrrolidin-1-yl)pyridinecarbonitrile BrC=1C=C(C(=NC1)C#N)N1C[C@H](CC1)OC1=NC=C(C=C1)C(F)(F)F